NCC1=CC=C(N(C1=O)C)C(=O)OC methyl 5-(aminomethyl)-1-methyl-6-oxo-1,6-dihydropyridine-2-carboxylate